C(C(C)C)N(C(=S)NC(C1=CC=CC=C1)=O)CC(C)C N,N-diisobutyl-N'-benzoylthiourea